C(#N)C=1SC2=C(N1)C=CC(=C2)C(C)C2=CC(=C(C=C2)O)O 2-cyanobenzo[d]thiazol-6-yl-(3,4-dihydroxyphenyl)ethane